FC(C1=NN=C(S1)C1=NC=C2N1C=C(C=C2N2CC(NC(C2)CO)(C)C)S(=O)(=O)NC2(C(C2)C)C)F 3-(5-(difluoromethyl)-1,3,4-thiadiazol-2-yl)-N-(1,2-dimethylcyclopropyl)-8-(5-(hydroxymethyl)-3,3-dimethylpiperazin-1-yl)imidazo[1,5-a]pyridine-6-sulfonamide